ClC=1C(=C2C(=NC1C)CN(C2)C(=O)[C@H]2CN(CC2)C2=CC(=NC=C2)C)C (3-chloro-2,4-dimethyl-5,7-dihydropyrrolo[3,4-b]pyridin-6-yl)-[(3R)-1-(2-methyl-4-pyridinyl)pyrrolidin-3-yl]methanone